benzyl 2,4-dihydroxy-3,6-dimethylbenzoate OC1=C(C(=O)OCC2=CC=CC=C2)C(=CC(=C1C)O)C